P(OCCCCCCCCCCCCCCCCCCCCCCCCCCCCCC)([O-])[O-] triacontyl phosphite